BrC1=CC=2N(C(N(C(C2S1)=O)C=1C2=C(C=NC1)C=NN2C)=O)CCC#N 3-(6-bromo-3-(1-methyl-1H-pyrazolo[4,3-c]pyridin-7-yl)-2,4-dioxo-3,4-dihydrothieno[3,2-d]pyrimidin-1(2H)-yl)propionitrile